ClC=1C(=NC(=NC1)NC(C)C)C1=CC=C2CN(C(C2=C1)=O)CC(=O)N[C@H](C)C1=CC(=CC=C1)OC 2-(6-{5-chloro-2-[(propan-2-yl)amino]pyrimidin-4-yl}-1-oxo-2,3-dihydro-1H-isoindol-2-yl)-N-[(1R)-1-(3-methoxyphenyl)-ethyl]acetamide